[Cl-].C(C)NC1=C2C(=C3[NH2+]C4=CC=C(C=C4SC3=C1)N(CC)CC)C=CC=C2 5-ethylamino-9-diethylaminobenzo[a]phenothiazinium chloride